2-chloromethyl-4-(2,2,2-trifluoroethoxy)-3-methylpyridine hydrochloride Cl.ClCC1=NC=CC(=C1C)OCC(F)(F)F